C1(CC1)C(C(F)(F)F)N1N2C(C(=CC1C1=CC(=CC=C1)F)C)=CN=C2 N-(1-cyclopropyl-2,2,2-trifluoroethyl)-2-(3-fluorophenyl)-4-methylimidazo[1,5-b]Pyridazine